BrC=1C(=C2C(=NC1)N(CC21CCCC1)C(=O)[O-])Cl 5'-bromo-4'-chlorospiro[cyclopentane-1,3'-pyrrolo[2,3-b]pyridine]-1'(2'H)-carboxylate